naphthalenesulfonic acid ammonium salt [NH4+].C1(=CC=CC2=CC=CC=C12)S(=O)(=O)[O-]